Methyl-3beta-hydroxy-6alpha-ethyl-7-oxo-5beta-cholan-24-oic acid CC(C(=O)O)C[C@@H](C)[C@H]1CC[C@H]2[C@@H]3C([C@@H]([C@@H]4C[C@H](CC[C@]4(C)[C@H]3CC[C@]12C)O)CC)=O